(R)-fluoro((R or S)-3-(2-(5-fluoro-thiophen-2-yl)ethyl)-1-(2-(6-methylpyridin-3-yl)propan-2-yl)pyrrolidin-3-yl)methyl-carbamate FN(C([O-])=O)C[C@]1(CN(CC1)C(C)(C)C=1C=NC(=CC1)C)CCC=1SC(=CC1)F |o1:6|